CN1CN(C2=C1C(=O)NC(=N2)N)[C@H]3[C@@H]([C@@H]([C@H](O3)COP(=O)([O-])OP(=O)([O-])[O-])O)O The molecule is an organophosphate oxoanion obtained by deprotonation of the diphosphate OH groups of 7-methyl-7,8-dihydroguanosine-5'-diphosphate. It is a conjugate base of a 7-methyl-7,8-dihydroguanosine-5'-diphosphate.